2-Amino-2-(2-(4-octylphenyl)ethyl)-1,3-propandiol NC(CO)(CO)CCC1=CC=C(C=C1)CCCCCCCC